The molecule is an oxindole that is 1,3-dihydro-2H-indol-2-one substituted by a hydroxy group at position 3. It is a member of oxindoles and a member of hydroxyindoles. C1=CC=C2C(=C1)C(C(=O)N2)O